CC1=CC=C(C=C1)S(=O)(=O)O.ClC=1C=NC(=NC1)C1(CCNCC1)[2H] 5-chloro-2-(piperidin-4-yl-4-d)pyrimidine p-toluenesulfonate